(R)-N-(3-((3-(dimethylamino)pyrrolidin-1-yl)methyl)-5-(trifluoromethyl)phenyl)-4,5,6,7-tetrahydrothieno[2,3-c]pyridine-3-carboxamide CN([C@H]1CN(CC1)CC=1C=C(C=C(C1)C(F)(F)F)NC(=O)C1=CSC=2CNCCC21)C